N4-(4-(2-amino-5-methylpyrimidin-4-yl)phenyl)-N2-(3-bromobenzyl)pyrimidine-2,4-diamine NC1=NC=C(C(=N1)C1=CC=C(C=C1)NC1=NC(=NC=C1)NCC1=CC(=CC=C1)Br)C